C(C1=CC=CC=C1)OC(=O)NCCOCCNC(=O)[C@H](CC[S+](C)C)NC(OC(C)(C)C)=O tert-butyl N-[(1S)-1-[[2-(2-[[(benzyloxy)carbonyl]amino]ethoxy)ethyl] carbamoyl]-3-(dimethylsulfaniumyl)propyl]carbamate